C(C)(C)(C)OC(N)=O carbamic acid tert.Butyl ester